5-(5-chloro-2-(2,4-difluoro-3-methoxyphenylamino)pyrimidin-4-ylamino)benzo[d]oxazol-2(3H)-one trifluoroacetate salt FC(C(=O)O)(F)F.ClC=1C(=NC(=NC1)NC1=C(C(=C(C=C1)F)OC)F)NC=1C=CC2=C(NC(O2)=O)C1